ClC=1C=C(C=CC1Cl)[C@]12CN(C[C@@H]2C1)C(=O)C1=CN(C2=C1C(N(C=C2C)C)=O)C 3-(((1S,5R)-1-(3,4-dichlorophenyl)-3-azabicyclo[3.1.0]hex-3-yl)carbonyl)-1,5,7-trimethyl-1,5-dihydro-4H-pyrrolo[3,2-c]pyridin-4-one